OC1=CC=C(C=C1)NC(\C=C(/C)\C1=CC=CC=C1)=O (E)-N-(4-hydroxy-phenyl)-3-phenylbut-2-enamide